N1[C@@H](CC1)C(=O)N1CCN(CC1)C(=O)C1=C(C=C(C=C1)NC(=O)C=1N(C(=CN1)C1=C(C(=C(C=C1)OC)F)F)C)Cl N-[4-[4-[(2S)-azetidine-2-carbonyl]piperazine-1-carbonyl]-3-chloro-phenyl]-5-(2,3-difluoro-4-methoxy-phenyl)-1-methyl-imidazole-2-carboxamide